N[C@H](C)C=1C=C(C=C2C(N(C(=NC12)N1CCOCC1)C1CC1)=O)C 8-[(1R)-1-aminoethyl]-3-cyclopropyl-6-methyl-2-morpholino-quinazolin-4-one